FC1=C(C=C(C=C1)F)C(=C)C1=NN(C2=CN=CC=C21)C2OCCCC2 (1-(2,5-difluorophenyl)vinyl)-1-(tetrahydro-2H-pyran-2-yl)-1H-pyrazolo[3,4-c]pyridine